(S)-quinuclidin-3-yl (4-methyl-7-(3-(trifluoromethoxy)phenyl)chroman-4-yl)carbamate CC1(CCOC2=CC(=CC=C12)C1=CC(=CC=C1)OC(F)(F)F)NC(O[C@@H]1CN2CCC1CC2)=O